C(C1=CC=CC=C1)N1CCC(CCC1)NC(CCC1=NN=C2N1N=C(C=C2)N2CCN(CC2)C)=O N-(1-benzylazepan-4-yl)-3-(6-(4-methylpiperazin-1-yl)-[1,2,4]triazolo[4,3-b]pyridazin-3-yl)propanamide